[1,2,5]triazonine-7,9-dione N1=NC=CN=CC(CC1=O)=O